[C@@H]12N(C[C@@H](NC1)C2)C=2N=CC=1N=CN=C(C1N2)NC2=C(C(=C(C=C2)CC(F)(F)F)Cl)F 6-((1S,4S)-2,5-Diazabicyclo[2.2.1]heptan-2-yl)-N-(3-chloro-2-fluoro-4-(2,2,2-trifluoroethyl)phenyl)pyrimido[5,4-d]pyrimidin-4-amine